[Ru+2].N1=C(N=CC=C1)NS(=O)(=O)C1=CC=CC=C1 N-(pyrimidin-2-yl)benzenesulfonamide Ruthenium (II)